N-[(3-bromo-6-nitro-1-trityl-indazol-5-yl)methyl]-1-phenyl-methylamine BrC1=NN(C2=CC(=C(C=C12)CNCC1=CC=CC=C1)[N+](=O)[O-])C(C1=CC=CC=C1)(C1=CC=CC=C1)C1=CC=CC=C1